(2-amino-2-(hydroxyimino)ethyl)phosphonic acid dipentyl ester C(CCCC)OP(OCCCCC)(=O)CC(=NO)N